O1[C@@H]2CN([C@H](C3=C1C=CC=C3)C2)C(C(C)(C)C)=O 1-((2S,5S)-2,3-Dihydro-2,5-methanobenzo[f][1,4]oxazepin-4(5H)-yl)-2,2-dimethylpropan-1-one